CC(CN(C(=O)N[C@@H](C(=O)O)CCN(CCCCC1=NC=2NCCCC2C=C1)CCOCC1CC1)CC(C)C)C (2R)-2-[bis(2-methylpropyl)carbamoylamino]-4-[2-(cyclopropylmethoxy)ethyl-[4-(5,6,7,8-tetrahydro-1,8-naphthyridin-2-yl)butyl]amino]butanoic acid